ClC1=NC2=CC(=CC=C2C=C1)CN(C(C)=O)C=1C=NN(C1C(=O)OC)C methyl 4-{N-[(2-chloroquinolin-7-yl)methyl]acetamido}-1-methyl-1H-pyrazole-5-carboxylate